O1CCN(CC1)C1=CC=C(C(=O)NC2=CC=C(C=C2)N2CCN(CC2)C=2C=NC=CC2)C=C1 4-Morpholino-N-(4-(4-(pyridin-3-yl)piperazin-1-yl)phenyl)benzamid